(S)-1-(2-(4,4-Difluoropiperidin-2-yl)benzyl)-2-thioxo-1,2,3,5-tetrahydro-4H-pyrrolo[3,2-d]pyrimidin-4-one FC1(C[C@H](NCC1)C1=C(CN2C(NC(C3=C2C=CN3)=O)=S)C=CC=C1)F